6-chloro-1-(ethoxymethyl)-3-ethylpyrimidine-2,4(1H,3H)-dione ClC1=CC(N(C(N1COCC)=O)CC)=O